BrC=1C(=NC(=C(C1)C)C)C1=NC=2C=CC(=C(C2C=C1)N)C (3-bromo-5,6-dimethylpyridin-2-yl)-6-methylquinolin-5-amine